C(C)(C)(C)OC(=O)N[C@H]1CCC(=C[C@@H]2N(C1=O)[C@@H](CC2)C(=O)O)C (3S,6S,10aR)-6-((tert-butoxycarbonyl)amino)-9-methyl-5-oxo-1,2,3,5,6,7,8,10a-octahydropyrrolo[1,2-a]azocine-3-carboxylic acid